1-(2-Bromo-6-methylpyridin-4-yl)-N-(cyclopropylmethyl)methanamine BrC1=NC(=CC(=C1)CNCC1CC1)C